OC(C)C1=CC=C2C3(CC=4C(=NOC4C2=C1)NS(=O)(=O)C1=C(C=CC=C1)OC)CC3 N-(8'-(1-hydroxyethyl)-4'H-spiro[cyclopropane-1,5'-naphtho[2,1-d]isoxazol]-3'-yl)-2-methoxybenzenesulfonamide